4-[4-(2-aminoethyl)phenyl]-3-(2-methyl-6-morpholin-4-ylpyridin-4-yl)oxybenzonitrile NCCC1=CC=C(C=C1)C1=C(C=C(C#N)C=C1)OC1=CC(=NC(=C1)N1CCOCC1)C